C(C(=C)C)(=O)NCCC[N+](C)(C)CCC(=O)O (3-methacryloylamino-propyl)-(2-carboxy-ethyl)-dimethylammonium